5-[(1-ethyl-1H-pyrazol-4-yl)methyl]-6-fluoropyridin-2(1H)-one C(C)N1N=CC(=C1)CC=1C=CC(NC1F)=O